sodium bis(2-methoxyethoxy)alumanylium hydride [H-].COCCO[Al+]OCCOC.[Na]